C(C)OC1=C(C=NC(=C1)OCC1=CC=C(C=C1)OC)C1=CC(=C(C=C1)CC(=O)NC=1C=C(C(=O)NC[C@H]2CN(CC2)C)C=C(C1)C(F)(F)F)F 3-(2-(4-(4-ethoxy-6-[(4-methoxyphenyl)methoxy]pyridin-3-yl)-2-fluorophenyl)acetamido)-N-{[(3S)-1-methylpyrrolidin-3-yl]methyl}-5-(trifluoromethyl)benzamide